4-isopropylpiperidin C(C)(C)C1CCNCC1